The molecule is a 1-acyl-2-alkyl-sn-glycero-3-phosphocholine in which the acyl and alkyl groups at positions 1 and 2 are specified as hexadecanoyl and hexadecyl respectively. It has a role as a Papio hamadryas metabolite. It is a phosphatidylcholine O-32:0 and a 1-acyl-2-alkyl-sn-glycero-3-phosphocholine. It derives from a hexadecanoic acid. CCCCCCCCCCCCCCCCO[C@H](COC(=O)CCCCCCCCCCCCCCC)COP(=O)([O-])OCC[N+](C)(C)C